C1=CC=CC=2C3=CC=CC=C3C(C12)=C1CC(=C(C=C1)O)C=1C(=CC=CC1)O 4'-(9H-fluoren-9,9-diyl)biphenol